C1=CC=CC=2C3=CC=CC=C3C(=CC12)C1=CC=C(C=C1)B(O)O 4-(9-phenanthryl)phenyl-boronic acid